N,N-bis(2-hydroxyethyl)-3,5-di-isopropylaniline OCCN(C1=CC(=CC(=C1)C(C)C)C(C)C)CCO